COC1=CC=C(N=N1)[C@H]1COC[C@H](N1C=O)C ((3s,5r)-3-(6-methoxypyridazin-3-yl)-5-methylmorpholino)methanone